COC1=C(C=CC(=C1)OC)CNC1=NN=C(C2=CC(=CC=C12)C=1C=C(C=CC1F)B(O)O)C [3-[1-[(2,4-Dimethoxyphenyl)methylamino]-4-methylphthalazin-6-yl]-4-fluorophenyl]boronic acid